[Pd].[V] vanadium-palladium